(R)-ethyl 5-(7-(4-chloro-3-(trifluoromethyl) benzoyl)-6-methyl-4-oxo-2-(phenylamino)-5,6,7,8-tetrahydropyrido[3,4-d]pyrimidin-3(4H)-yl)-1-methyl-1H-imidazole-2-carboxylate ClC1=C(C=C(C(=O)N2CC=3N=C(N(C(C3C[C@H]2C)=O)C2=CN=C(N2C)C(=O)OCC)NC2=CC=CC=C2)C=C1)C(F)(F)F